2,2-difluorocyclopropyl-3-oxopropanoate FC1(C(C1)OC(CC=O)=O)F